azidoethyldisulfide N(=[N+]=[N-])CCSSCCN=[N+]=[N-]